[N+](=O)([O-])C=1C=CC2=C(NC(=N2)N)C1 6-nitro-1H-benzo[d]imidazol-2-amine